C(C1=CC=CC=C1)OC1=C2C(=CNC2=CC=C1C)C(C(=O)N(C(C)C)C(C)C)=O 2-(4-(benzyloxy)-5-methyl-1H-indol-3-yl)-N,N-diisopropyl-2-oxoacetamide